tert-butyl 3-[5-(4,6-dichloropyridin-3-yl)-1,3,4-thiadiazol-2-yl]-3,8-diazabicyclo[3.2.1]octane-8-carboxylate ClC1=C(C=NC(=C1)Cl)C1=NN=C(S1)N1CC2CCC(C1)N2C(=O)OC(C)(C)C